S1C=NC2=C1C=CC(=C2)[C@H](C)N2CCN(CC2)C2=NC=C(C=N2)[S@](=O)(C)=N (R)-(2-(4-((S)-1-(benzo[d]thiazol-5-yl)ethyl)piperazin-1-yl)pyrimidin-5-yl)(imino)(methyl)-λ6-sulfanone